C(C)C1=C(C=C2CCN(CC2=C1)C)NC1=NC=C(C(=N1)C1=CC(=CS1)C(=O)OC)C(F)(F)F Methyl 5-(2-((7-Ethyl-2-methyl-1,2,3,4-tetrahydroisoquinolin-6-yl)amino)-5-(trifluoromethyl)pyrimidin-4-yl)thiophene-3-carboxylate